ClC1=C(C=C(C=C1)C1=CN(C2=NC(=CC=C21)C(=O)N2C(C(NCC2)=O)(C)C)CCOCC(F)(F)F)F 4-(3-(4-chloro-3-fluorophenyl)-1-(2-(2,2,2-trifluoroethoxy)ethyl)-1H-pyrrolo[2,3-b]pyridine-6-carbonyl)-3,3-dimethylpiperazin-2-one